4-([[7-(methylcarbamoyl)-5H-pyrrolo[3,2-d]pyrimidin-4-yl]amino]methyl)phenylboronic acid CNC(=O)C1=CNC2=C1N=CN=C2NCC2=CC=C(C=C2)B(O)O